NC=1C2=C(N=CN1)C(=CC(=N2)C=2C=C(C=CC2)C2=NOC(=C2)[C@@]2(C(N(CC2)C)=O)O)C (S)-3-(3-(3-(4-amino-8-methylpyrido[3,2-d]pyrimidin-6-yl)phenyl)isoxazol-5-yl)-3-hydroxy-1-methylpyrrolidin-2-one